C(C1=CC=CC=C1)CO[Si](OC)(OC)CCCNC=O benzyl-methamidopropyl-trimethoxysilane